C(#N)C1CCCCC1 2-cyanocyclohexane